5-aminobarbituric acid NC1C(NC(NC1=O)=O)=O